[4-[[1-[[1-(2,6-dioxo-3-piperidyl)-3-methyl-2-oxo-benzimidazol-4-yl]methyl]-4-piperidyl]oxy]cyclohexyl]carbamate O=C1NC(CCC1N1C(N(C2=C1C=CC=C2CN2CCC(CC2)OC2CCC(CC2)NC([O-])=O)C)=O)=O